BrC1=C(C=C(C(=O)N2CC=3N(CC2)C(N(C3C(=O)NCC3=CC=C(C=C3)OC)C3=CC=CC=C3)=O)C=C1)Cl 7-(4-bromo-3-chlorobenzoyl)-N-[(4-methoxyphenyl)methyl]-3-oxo-2-phenyl-2H,3H,5H,6H,7H,8H-imidazo[1,5-a]pyrazine-1-carboxamide